iso-tridecyl alcohol C(CCCCCCCCCC(C)C)O